CCCCCC\C=C/CCCCCCCCCCCCCCCCCCC (Z)-7-Heptacosene